ClC1=C(N(N=C1)C)C=1C=C(C=CC1OC)NC(=O)NC1=C(C=CC=C1)OC(F)(F)F 1-[3-(4-Chloro-2-methyl-2H-pyrazol-3-yl)-4-methoxyphenyl]-3-(2-trifluoromethoxyphenyl)-urea